pentaerythritol tetrakis(bromoethyl propionate) acetate C(C)(=O)O.BrCCC(C(=O)O)C.BrCCC(C(=O)O)C.BrCCC(C(=O)O)C.BrCCC(C(=O)O)C.OCC(CO)(CO)CO